3-ethyl-3-(cyclohexyloxy)methyl-oxetane C(C)C1(COC1)COC1CCCCC1